C1(CC1)C=1C2=CN(N=C2C=CC1B1OC(C(O1)(C)C)(C)C)C 4-cyclopropyl-2-methyl-5-(4,4,5,5-tetramethyl-1,3,2-dioxaborolan-2-yl)-2H-indazole